6-(4-(4-cyanophenyl)-5-hydroxy-3-methyl-1H-pyrazol-1-yl)-4-methylpyridine-3-sulfonamide C(#N)C1=CC=C(C=C1)C=1C(=NN(C1O)C1=CC(=C(C=N1)S(=O)(=O)N)C)C